Perfluoroundecan-1,2-diol FC(C(C(C(C(C(C(C(C(C(C(F)(F)F)(F)F)(F)F)(F)F)(F)F)(F)F)(F)F)(F)F)(F)F)(O)F)(O)F